CN1N=C(C=2CN(CCC21)C(C)=O)C=2C=CC=C1C=C(N=CC21)O[Si](C(C)C)(C(C)C)C(C)C [1-methyl-3-(3-triisopropylsilyloxy-8-isoquinolyl)-6,7-dihydro-4H-pyrazolo[4,3-c]pyridin-5-yl]ethanone